tert-butyl 3-(6-chloro-5-formyl-2-(methylthio) pyrimidin-4-yl)-3,8-diazabicyclo[3.2.1]octane-8-carboxylate ClC1=C(C(=NC(=N1)SC)N1CC2CCC(C1)N2C(=O)OC(C)(C)C)C=O